1,6-bis(4-nitrophenyl)perfluorohexane [N+](=O)([O-])C1=CC=C(C=C1)C(C(C(C(C(C(C1=CC=C(C=C1)[N+](=O)[O-])(F)F)(F)F)(F)F)(F)F)(F)F)(F)F